4,4'-(1-methylethylidene)bis[2,6-bis(1,1-dimethylethyl)phenol] CC(C)(C1=CC(=C(C(=C1)C(C)(C)C)O)C(C)(C)C)C1=CC(=C(C(=C1)C(C)(C)C)O)C(C)(C)C